tert-Butyl 3-(4-((3-(2,3-difluoro-4-methoxyphenyl)imidazo[1,2-a]pyrazin-8-yl)amino)-2-methylbenzamido)piperidine-1-carboxylate FC1=C(C=CC(=C1F)OC)C1=CN=C2N1C=CN=C2NC2=CC(=C(C(=O)NC1CN(CCC1)C(=O)OC(C)(C)C)C=C2)C